C(C)(=O)C=1C=CC(=C(C1)C=1C2=C(C(N(C1)C)=O)SC(=C2)C(=O)NC2CC2)OC2=C(C=C(C=C2)F)F 4-(5-acetyl-2-(2,4-difluorophenoxy)phenyl)-N-cyclopropyl-6-methyl-7-oxo-6,7-dihydrothieno[2,3-c]pyridine-2-carboxamide